NCC1=C(C(=O)O)C=C(C(=C1)Br)OC 2-(aminomethyl)-4-bromo-5-methoxybenzoic acid